1-(TERT-BUTYL)-3-CHLORONAPHTHALENE C(C)(C)(C)C1=CC(=CC2=CC=CC=C12)Cl